3-(4-(methylamino)piperidin-1-yl)-1H-pyrazolo[4,3-c]pyridin-6-amine CNC1CCN(CC1)C1=NNC2=C1C=NC(=C2)N